N1=CN=C(C2=C1NC=C2)C=2C=NNC2 4-(7H-pyrrolo[2,3-d]pyrimidin-4-yl)-1H-pyrazol